ClC1=CC(=CC(=N1)NC(OC(C)(C)C)=O)[N+](=O)[O-] tert-butyl N-(6-chloro-4-nitropyridin-2-yl)carbamate